tert-butyl 2-((6-chloro-3-(cyclopropylcarbamoyl)pyridazin-4-ylamino)methyl)morpholine-4-carboxylate ClC1=CC(=C(N=N1)C(NC1CC1)=O)NCC1CN(CCO1)C(=O)OC(C)(C)C